O-trimethylsilyl-β-D-glucopyranose C[Si](O[C@H]1[C@H](O)[C@@H](O)[C@H](O)[C@H](O1)CO)(C)C